C(C)(C)NC(=O)C=1C=NN2C1C(=CC(=C2)C=2C=NN(C2)C)C=2C=NC(=CC2)N2CCN(CC2)CC=2C=NC(=CC2)OC N-isopropyl-4-(6-(4-((6-methoxypyridin-3-yl)methyl)piperazin-1-yl)pyridin-3-yl)-6-(1-Methyl-1H-pyrazol-4-yl)pyrazolo[1,5-a]pyridine-3-carboxamide